iso-octyl diphenyl phosphate P(=O)(OCCCCCC(C)C)(OC1=CC=CC=C1)OC1=CC=CC=C1